3-methyl-11-(prop-2-yl)-11-azatricyclo[6.2.1.02,7]Undec-2,4,6-triene hydrochloride Cl.CC1=C2C3CCC(C2=CC=C1)N3C(C)C